(S)-4-(7-bromo-6-chloro-8-(3,3-difluorocyclobutoxy)-2-(((S)-1-methylpyrrolidin-2-yl)methoxy)quinazolin-4-yl)-2-(cyanomethyl)piperazin-1-carboxylate BrC1=C(C=C2C(=NC(=NC2=C1OC1CC(C1)(F)F)OC[C@H]1N(CCC1)C)N1C[C@@H](N(CC1)C(=O)[O-])CC#N)Cl